NC=1C(NC2=CC(=C(N=C2C1C1=C2C=NNC2=C(C=C1)F)C#CC1COCC1O)C)=O 3-Amino-4-(7-fluoro-1H-indazol-4-yl)-6-[2-(4-hydroxytetrahydrofuran-3-yl)ethynyl]-7-methyl-1H-1,5-naphthyridin-2-one